2-(4-(2-(4-chloro-2-fluorophenyl)-3-oxo-3,4-dihydro-2H-benzo[b][1,4]oxazin-5-yl)benzyl)-1-(((S)-oxetan-2-yl)methyl)-1H-benzo[d]imidazole-6-carboxylic acid ClC1=CC(=C(C=C1)C1C(NC2=C(O1)C=CC=C2C2=CC=C(CC1=NC3=C(N1C[C@H]1OCC1)C=C(C=C3)C(=O)O)C=C2)=O)F